ClC1=C(C=C(C=C1)F)[C@H]([C@@H](C)C=1N(C(C(=C(N1)C(=O)NC=1C=NOC1)O)=O)C)C=1C(=NN(C1)C)C 2-((1r,2r)-1-(2-chloro-5-fluorophenyl)-1-(1,3-dimethyl-1H-pyrazol-4-yl)propan-2-yl)-5-hydroxy-N-(isoxazol-4-yl)-1-methyl-6-oxo-1,6-dihydropyrimidine-4-carboxamide